4-[(3,5-dichloro-2-pyridyl)oxy]-2'-oxo-N-(3-oxobutyl)spiro[cyclohexane-1,3'-indoline]-5'-carboxamide ClC=1C(=NC=C(C1)Cl)OC1CCC2(C(NC3=CC=C(C=C23)C(=O)NCCC(C)=O)=O)CC1